CC1=CC=C(C=C1)S(=O)(=O)N=C1N(C2=CC=CC=C2C1)CC1=CC=CC=C1 4-methyl-N-(1-benzylindol-2-ylidene)benzenesulfonamide